N=1SN=C2C1C=CC(=C2)CNC(=O)C2=NC=C(C=C2)NC2=NC=CC1=CC=C(C=C21)Cl N-(benzo[c][1,2,5]thiadiazol-5-ylmethyl)-5-((7-chloroisoquinolin-1-yl)amino)pyridinecarboxamide